N-((1s,4s)-4-((2-((3-fluoro-4-(4-methylpiperazin-1-yl)phenyl)amino)-5-(4-fluorobenzoyl)-7H-pyrrolo[2,3-d]pyrimidin-4-yl)amino)cyclohexyl)isobutyramide FC=1C=C(C=CC1N1CCN(CC1)C)NC=1N=C(C2=C(N1)NC=C2C(C2=CC=C(C=C2)F)=O)NC2CCC(CC2)NC(C(C)C)=O